2-(2-acetyl-3-methylphenoxy)acetic acid C(C)(=O)C1=C(OCC(=O)O)C=CC=C1C